2-chloro-N-((6-(ethylamino)benzo[d][1,3]dioxolane-5-yl)methyl)-N-(furan-2-ylmethyl)benzamide ClC1=C(C(=O)N(CC=2OC=CC2)CC2=CC3=C(OCO3)C=C2NCC)C=CC=C1